O.C(CCCCCC(=O)[O-])(=O)[O-].[Ca+2] calcium pimelate monohydrate